N=1N=CN(C1)C1=NC2=CC=CC=C2C(=C1)[C@@H](C)N (R)-1-(2-(4H-1,2,4-triazol-4-yl)quinolin-4-yl)ethan-1-amine